tert-butyl 2-((3-(1-(4-chlorophenyl)cyclobutyl)-1,2,4-oxadiazol-5-yl)methyl)acrylate ClC1=CC=C(C=C1)C1(CCC1)C1=NOC(=N1)CC(C(=O)OC(C)(C)C)=C